3β-fluoro-5,6β-epoxycholestane F[C@@H]1CC23[C@@H](C[C@H]4[C@@H]5CC[C@H]([C@@H](CCCC(C)C)C)[C@]5(CC[C@@H]4[C@]2(CC1)C)C)O3